C/C=C/C1=CC=C(C=C1)C p-(1-propenyl)-toluene